(R)-N'-((8-cyano-1,2,3,5,6,7-hexahydro-s-indacen-4-yl)carbamoyl)-6-(2-hydroxypropan-2-yl)pyridine-3-sulfonimidamide C(#N)C=1C=2CCCC2C(=C2CCCC12)NC(=O)N=[S@](=O)(N)C=1C=NC(=CC1)C(C)(C)O